ClC1=CC=C2C(=CNC2=C1)S(=O)(=O)NC1=NC(=C(C(=N1)CC)C)OC 6-chloro-N-(4-ethyl-6-methoxy-5-methyl-pyrimidin-2-yl)-1H-indole-3-sulfonamide